2,4,6-trimethylphenylacetaldehyde CC1=C(C(=CC(=C1)C)C)CC=O